(S)-3-(3-(difluoromethoxy)phenyl)-N-(3-methyl-1,1-dioxidotetrahydrothiophen-3-yl)-1-(tetrahydro-2H-pyran-4-yl)-1H-pyrrolo[3,2-b]pyridine-6-carboxamide FC(OC=1C=C(C=CC1)C1=CN(C=2C1=NC=C(C2)C(=O)N[C@@]2(CS(CC2)(=O)=O)C)C2CCOCC2)F